C[SiH](C1=CC(=CC(=C1)C)C)C dimethyl-3,5-dimethylphenylsilane